NC=1CC(=CC2=C(N1)C=C(S2)C(=O)NC=2C=CC(=NC2)N2CCC(CC2)C(=O)NCCNC([O-])=O)C(N(CCC)CCC)=O [2-[[1-[5-[[5-amino-7-(dipropylcarbamoyl)-6H-thieno[3,2-b]azepine-2-carbonyl]amino]-2-pyridyl]piperidine-4-carbonyl]amino]ethyl]carbamate